methylene-6-((5-isopropyl-1-(1H-pyrrol-1-yl)butylimidazol-4-yl)methylene)piperazine-2,5-dione C=C1C(NC(C(N1)=O)=CC=1N=C(NC1C(C)C)C(CCC)N1C=CC=C1)=O